3-(5-(2,6-dimethylpiperazin-1-yl)-6-fluoro-1-oxoisoindolin-2-yl)piperidine-2,6-dione CC1N(C(CNC1)C)C=1C=C2CN(C(C2=CC1F)=O)C1C(NC(CC1)=O)=O